Nα-methyl-O-tert-butyl-L-serine CN[C@@H](COC(C)(C)C)C(=O)O